3-(6-cyanopyridin-3-yl)-3H-[1,2,3]triazolo[4,5-b]pyridine-6-carboxylic acid C(#N)C1=CC=C(C=N1)N1N=NC=2C1=NC=C(C2)C(=O)O